HEXYL 3-MERCAPTOBUTANOATE SC(CC(=O)OCCCCCC)C